methyl (E)-3-bromo-5-(3-ethoxyacrylamido)benzoate BrC=1C=C(C(=O)OC)C=C(C1)NC(\C=C\OCC)=O